BrCCOCCOC1(C(C=O)C(=CC=C1)F)F 2-(2-(2-bromoethoxy)ethoxy)-2,6-difluorobenzaldehyde